8-chloro-1-cyclopropyl-6-(2-fluorophenyl)-4H-imidazo[1,2-a][1,4]benzodiazepine-2-carboxylic acid ClC=1C=CC2=C(C(=NCC=3N2C(=C(N3)C(=O)O)C3CC3)C3=C(C=CC=C3)F)C1